1-methyl-2,3,7,7a-tetrahydroindol-6-one CN1CCC2C=CC(CC12)=O